2(R)-hydroxybutanedioic acid 1-methyl ester COC([C@@H](CC(=O)O)O)=O